[C@H]1(C[C@]2(CC1)C=1OC=C(COC=3C=CC=C(C4CCC(OC2)CC4)C3)N1)NS(=O)(=O)C N-[(1s,1'S,13S,16s)-spiro[7,11,15-trioxa-21-azatetracyclo[14.2.2.12,6.19,12]docosa-2,4,6(22),9,12(21)-pentaene-13,3'-cyclopentane]-1'-yl]methanesulfonamide